L-arginyl-beta-alanine-N-palmityl-N-oleyl-amide C(CCCCCCCCCCCCCCC)N(C(CCNC([C@@H](N)CCCNC(N)=N)=O)=O)CCCCCCCC\C=C/CCCCCCCC